ClC=1C=C(C=C(C1)F)C1=CC(=NC=C1)N1CCN(CC1)C(=O)O 4-(4-(3-Chloro-5-fluorophenyl)pyridin-2-yl)piperazine-1-carboxylic acid